2-bromo-5-trifluoromethyl-thiazole-4-carboxylic acid BrC=1SC(=C(N1)C(=O)O)C(F)(F)F